5'-((3-((tert-butoxycarbonyl)amino)propyl)carbamoyl)-2',6-bis(hexyloxy)-[1,1'-biphenyl]-3-carboxylic acid C(C)(C)(C)OC(=O)NCCCNC(=O)C=1C=CC(=C(C1)C1=CC(=CC=C1OCCCCCC)C(=O)O)OCCCCCC